2-(4,4,5,5-tetramethyl-1,3,2-dioxaborolan-2-yl)-6,7-dihydrothieno[3,2-c]pyridin-4(5H)-one CC1(OB(OC1(C)C)C1=CC=2C(NCCC2S1)=O)C